CC(=CCCC=1C2C3=C(C4=CC=CC=C4C(=C3C(C1)C2)OC(=O)OC)OC(C(=C)C)=O)C 2-(4-methyl-3-pentenyl)-9-methacryloyloxy-10-methoxycarbonyloxy-1,4-dihydro-1,4-methanoanthracene